C1(CC1)C(=O)N1CCN(CC1)C(=O)C=1C=NC2=CC=C(C=C2C1N1CCC(CC1)(C#N)C1=C(C=C(C=C1)C)F)F 1-(3-(4-(CYCLOPROPANECARBONYL)PIPERAZINE-1-CARBONYL)-6-FLUOROQUINOLIN-4-YL)-4-(2-FLUORO-4-METHYLPHENYL)PIPERIDINE-4-CARBONITRILE